toluyloxy benzenesulfonate C1(=CC=CC=C1)S(=O)(=O)OOC1=C(C=CC=C1)C